6-((2-((3R)-3-amino-4,4-difluoro-1-piperidinyl)-6-methoxy-1H-benzimidazol-1-yl)methyl)-3-pyridinecarbonitrile N[C@@H]1CN(CCC1(F)F)C1=NC2=C(N1CC1=CC=C(C=N1)C#N)C=C(C=C2)OC